N[C@H]1CN(CCC1)C(=O)C=1C=C(C=2N(C1)N=C(C2C)C=2N(C1=C(C=CC=C1C2)C2CCN(CC2)C(COC)=O)CC2CC2)OC (R)-1-(4-(2-(6-(3-Aminopiperidine-1-carbonyl)-4-methoxy-3-methylpyrazolo[1,5-a]pyridin-2-yl)-1-(cyclopropylmethyl)-1H-indol-7-yl)piperidin-1-yl)-2-methoxyethan-1-one